N1C=C(C=2C=NC=CC21)CC2C(NC(S2)=S)=O (Z)-5-((1H-pyrrolo[3,2-c]pyridin-3-yl)methyl)-2-thioxothiazolidin-4-one